FC=1C=C2C(C(=CN(C2=CC1F)C1=C(C=C(C=C1)OCC1=CC=C(C=C1)OC)F)C(=O)OCC)=O ethyl 6,7-difluoro-1-[2-fluoro-4-[(4-methoxyphenyl) methoxy] phenyl]-4-oxoquinoline-3-carboxylate